Ethyl (S)-3-(((S)-1-phenylethyl)amino)butanoate C1(=CC=CC=C1)[C@H](C)N[C@H](CC(=O)OCC)C